C(C=C)SSC1=CC=C(C=C1)SC1=CC=CC=C1 1-allyl-2-(4-(phenylthio)phenyl)disulfane